NC=1N=CN(C(C1C(=O)OC)=O)C1=C(C=C(C=C1C)C(F)F)Cl (S)-methyl 4-amino-1-(2-chloro-4-(difluoromethyl)-6-methylphenyl)-6-oxo-1,6-dihydropyrimidine-5-carboxylate